5-cyclopentyloxymethyl-bicyclo[2.2.1]Hept-2-ene C1(CCCC1)OCC1C2C=CC(C1)C2